C1(=CC=C(C=C1)C#CCO)C 3-(p-tolyl)propan-2-yn-1-ol